C1CCC(=CC1)[N+](=O)[O-] The molecule is a C-nitro compound that is cyclohexene substituted at position 1 by a nitro group. It is a C-nitro compound and a carbocyclic compound.